C(C)(C)(C)OC(=O)N1[C@@H](CN([C@H](C1)C)C=1C2=C(N(C(N1)=O)C=1C(=NC=CC1C)C(C)C)N=C(C(=C2)Cl)C2=CCCCC2)C (2R,5S)-4-(6-chloro-7-(cyclohex-1-en-1-yl)-1-(2-isopropyl-4-methylpyridin-3-yl)-2-oxo-1,2-dihydropyrido[2,3-d]pyrimidin-4-yl)-2,5-dimethylpiperazine-1-carboxylic acid tert-butyl ester